FC=1C=C(C=CC1NC(C)=O)C1=C(C(=CC=C1)C1=CC(=C(C=C1)NC(C)=O)F)O N,N'-(3,3''-Difluoro-2'-hydroxy-[1,1':3',1''-terphenyl]-4,4''-diyl)diacetamide